C(C)C1C(=C(C(O1)=C=O)C(=O)NOC)C=1NC2=CC=CC=C2C1 5-Ethyl-4-(1H-indol-2-yl)-N-methoxy-2-carbonyl-2,5-dihydrofuran-3-carboxamide